CN1C2=C(C=C1C(=O)NC1=C(C=CC=C1)COC1=CC=C(C=C1)OC[C@@H]1CNCC1)SC=C2 4-methyl-N-[2-[[4-[[(3S)-pyrrolidin-3-yl]methoxy]phenoxy]methyl]phenyl]thieno[3,2-b]pyrrole-5-carboxamide